C(CCCCCCC)N.C(CCCCCCC)N.C(C1=CC=C(C(=O)O)C=C1)(=O)O terephthalic acid bis(n-octylamine) salt